FC(C1=C(C=CC(=C1)C(F)(F)F)C(CC)N1N=CC(=C1)NC(=O)C1=NOC(=C1)C1=NC=CC=C1)(F)F N-(1-(1-(2,4-bis(trifluoromethyl)phenyl)propyl)-1H-pyrazole-4-yl)-5-(pyridine-2-yl)isoxazole-3-carboxamide